pentamethyldiethylenetri-amine CN(CCN(CCN(C)C)C)C